3-[[5-[5-(difluoromethyl)-1,3,4-oxadiazol-2-yl]-2-pyridyl]methyl]-5-(1,2,3,4-tetrahydroisoquinolin-6-yl)-1,3,4-oxadiazol-2-one FC(C1=NN=C(O1)C=1C=CC(=NC1)CN1C(OC(=N1)C=1C=C2CCNCC2=CC1)=O)F